trans-5-(4-Hydroxycyclohexyl)-3-(isopropylamino)-8-((4-methylpiperazin-1-yl)methyl)pyrimido[4,5-c]isoquinolin-6(5H)-one O[C@@H]1CC[C@H](CC1)N1C(C=2C=C(C=CC2C2=C1N=C(N=C2)NC(C)C)CN2CCN(CC2)C)=O